C(C)OC1=NC=CC=C1C1=CC(=C2C(=N1)C(=NN2C2COC2)C)NCC2=NN(C=N2)C 5-(2-ethoxy-3-pyridinyl)-3-methyl-N-[(1-methyl-1,2,4-triazol-3-yl)methyl]-1-(oxetan-3-yl)pyrazolo[4,3-b]pyridin-7-amine